(E)-7-phenyl-2-(quinoxalin-6-ylmethylene)-3,4-dihydronaphthalen-1(2H)-one C1(=CC=CC=C1)C1=CC=C2CC\C(\C(C2=C1)=O)=C/C=1C=C2N=CC=NC2=CC1